2-methyl-3-aminophenylpinacol CC1=C(C=CC=C1N)CC(O)(C)C(C)(C)O